CN(C(OC(C)(C)C)=O)CC1=C(C=CC=C1)C=1SC(=CC1)[C@@H](C)NC1=NN=C(C2=CC=C(C=C12)N1CCOCC1)C(F)(F)F tert-butyl (R)-methyl(2-(5-(1-((7-morpholino (trifluoromethyl)phthalazin-1-yl)amino)ethyl)thiophen-2-yl)benzyl)carbamate